O=C1N(C(C2=CC=C(C=C12)B1OC(C(O1)(C)C)(C)C)COCC[Si](C)(C)C)CC(=O)OC methyl 2-[3-oxo-5-(4,4,5,5-tetramethyl-1,3,2-dioxaborolan-2-yl)-1-{[2-(trimethylsilyl)ethoxy]methyl}-2,3-dihydro-1H-isoindol-2-yl]acetate